C(C=C)[Pd+] Allyl-Palladium(II)